methylcytidine 5'-triphosphate P(O)(=O)(OP(=O)(O)OP(=O)(O)O)OC[C@@H]1[C@H]([C@H]([C@@](O1)(N1C(=O)N=C(N)C=C1)C)O)O